1-propyl-3-methylimidazole tetrafluoroborate salt F[B-](F)(F)F.C(CC)N1CN(C=C1)C